(S)-3-((difluoromethoxy)methyl)-1-((6-(difluoromethoxy)spiro[3.3]hept-2-yl)methyl)piperazine FC(OC[C@@H]1CN(CCN1)CC1CC2(C1)CC(C2)OC(F)F)F